N1(N=CC=C1)C1=CC(=NC=N1)N[C@H](C(=O)O)CCN(CCCCC1=NC=2NCCCC2C=C1)CCOC1=CC=CC=C1 (S)-2-((6-(1H-pyrazol-1-yl)pyrimidin-4-yl)amino)-4-((2-phenoxyethyl)(4-(5,6,7,8-tetrahydro-1,8-naphthyridin-2-yl)butyl)amino)butanoic acid